COC1=C(NC(CCCCCC#N)C#N)C=CC(=C1)C1=NOC(=C1)CN1CCN(CC1)C 2-methoxy-4-(5-((4-methylpiperazin-1-yl)methyl)isoxazol-3-yl)anilineoctanedinitrile